7-(3-azidopyrrolidin-1-yl)-5-tert-butyl-3-[(2-chlorophenyl)methyl]-3H-[1,2,3]triazolo[4,5-d]pyrimidine N(=[N+]=[N-])C1CN(CC1)C=1C2=C(N=C(N1)C(C)(C)C)N(N=N2)CC2=C(C=CC=C2)Cl